7-chloro-N-(5-cyclopentyl-4,6-dimethylpyrimidin-2-yl)-1-methyl-6-(pyrazolo[1,5-a]pyrazin-3-yloxy)-1H-imidazo[4,5-b]pyridin-2-amine ClC1=C2C(=NC=C1OC=1C=NN3C1C=NC=C3)N=C(N2C)NC2=NC(=C(C(=N2)C)C2CCCC2)C